2-(4-chloro-3-fluorophenoxy)-N-[3-(5-{[(6-methoxy-2-methylpyridin-3-yl)oxy]methyl}-1,3,4-oxadiazol-2-yl)bicyclo[1.1.1]pentan-1-yl]acetamide 2-amino-4-bromo-6-chlorobenzoate NC1=C(C(=O)O)C(=CC(=C1)Br)Cl.ClC1=C(C=C(OCC(=O)NC23CC(C2)(C3)C=3OC(=NN3)COC=3C(=NC(=CC3)OC)C)C=C1)F